methyl 4-bromo-7-chloro-2,3-dihydrobenzofuran-6-carboxylate BrC1=CC(=C(C2=C1CCO2)Cl)C(=O)OC